3-[1-(2,6-dichloro-3-fluoro-phenyl)-ethoxy]-5-thiophen-3-yl-pyridin-2-ylamine ClC1=C(C(=CC=C1F)Cl)C(C)OC=1C(=NC=C(C1)C1=CSC=C1)N